(4'-bromophenyl)-3-chloro-6-bromobenzo[b]thiophene BrC1=CC=C(C=C1)C1=C(C2=C(S1)C=C(C=C2)Br)Cl